3-((3-(2,5-dihydrofuran-2-yl)-3-(2-(thiophen-3-yl)ethyl)pyrrolidin-1-yl)methyl)pyridine O1C(C=CC1)C1(CN(CC1)CC=1C=NC=CC1)CCC1=CSC=C1